C(CCCCCCC)(=O)C=1C(=C(C#N)C=CC1)Br octanoyl-bromobenzonitrile